O=C1C=C(COC1)NC(OC(C)(C)C)=O tert-butyl (5-oxo-5,6-dihydro-2H-pyran-3-yl)carbamate